NC=1C=C(OC(C(=O)O)(C)C)C=CC1C(\C=C\C1=CC(=CC=C1)O)=O 2-[3-Amino-4-[(E)-3-(3-hydroxyphenyl)prop-2-enoyl]phenoxy]-2-methylpropanoic acid